ClC1=C(C=2N=C(N=C3C2C(=N1)O[C@H](CN3C(C)C=3C(=NC=CC3)NC(OC(C)(C)C)=O)C)SC)F tert-butyl (3-(1-((S)-5-chloro-4-fluoro-8-methyl-2-(methylthio)-8,9-dihydro-10H-7-oxa-1,3,6,10-tetraazacyclohepta[de]naphthalen-10-yl)ethyl)pyridin-2-yl)carbamate